4-bromo-2-chloro-8-nitroindolo[2,1-b]quinazoline-6,12-dione BrC=1C=C(C=C2C(N3C(=NC12)C(C1=CC(=CC=C13)[N+](=O)[O-])=O)=O)Cl